(S)-6-methyl-N-((2-(2-(3-methyl-2,4-dioxo-1,3,7-triazaspiro[4.4]nonan-7-yl)pyrimidin-4-yl)-1,6-naphthyridin-7-yl)methyl)-5-(methylsulfonyl)nicotinamide CC1=NC=C(C(=O)NCC2=NC=C3C=CC(=NC3=C2)C2=NC(=NC=C2)N2C[C@]3(C(N(C(N3)=O)C)=O)CC2)C=C1S(=O)(=O)C